(1-(1,3,4,5,7,8-hexahydropyrido[3,4-e][1,2,4]triazin-6(2H)-yl)-3-methyl-1-oxopentan-2-yl)carbamic acid N1NCNC2=C1CCN(C2)C(C(C(CC)C)NC(O)=O)=O